CC1=C(C=CC(=C1)C)C1=NC=NC(=N1)C1=C(C=C(C=C1)C)C 4,6-bis(2,4-dimethylphenyl)1,3,5-triazine